C(C1=CC=CC=C1)OC1=CC(=C(C=C1)CC(=O)OC(C)(C)C)F tert-butyl 2-(4-(benzyloxy)-2-fluorophenyl)acetate